BrC=1C(=C2C(=NC1)NC=C2C)C 5-bromo-3,4-dimethyl-1H-pyrrolo[2,3-b]pyridine